CN1CCN(CC1)C[C@@H](CC)O |r| (+/-)-1-(4-methyl-1-piperazinyl)-2-butanol